(S)-1-[(S)-1-({3-[(Dimethyl-amino)methyl]-1,5-dioxa-9-aza-9-spiro[5.5]undecyl}carbonyl)-3-methylbutyl]-3-isobutyl-2-piperazinone CN(C)CC1COC2(OC1)CCN(CC2)C(=O)[C@H](CC(C)C)N2C([C@@H](NCC2)CC(C)C)=O